ClC1=C(C=C2C=C(N=CC2=C1)NC(=O)[C@@H]1[C@@H](C1)OCC)C1CCN(CC1)[C@@]1(COC[C@@H]1O)C (1S,2R)-N-(7-chloro-6-(1-((3R,4R)-4-hydroxy-3-methyltetrahydrofuran-3-yl)piperidin-4-yl)isoquinolin-3-yl)-2-ethoxycyclopropane-1-carboxamide